ClC=1C=C(C=CC1F)C(C1=NC2=C(C=CCNS2(=O)=O)N1)C1=CC(=C(C=C1)F)Cl 7-(bis(3-chloro-4-fluorophenyl)methyl)-3,6-dihydro-2H-imidazo[4,5-f][1,2]thiazepine 1,1-dioxide